rac-3-(3,5-difluorophenyl)-2,7-dimethyl-4,5,6,7-tetrahydro-2H-pyrazolo[3,4-c]pyridine FC=1C=C(C=C(C1)F)C=1N(N=C2[C@H](NCCC21)C)C |r|